C(C)N1C2=CC=CC=C2C=2C=C(C=CC12)CNCCCCO ((9-ethyl-9H-carbazole-3-yl)methyl)(4-hydroxybutyl)amine